C(C)(C)(C)OC(=O)N1CCC(CC1)NC=1C=C2C=CC(=NC2=CC1)C(F)(F)F 4-((2-(trifluoromethyl)quinolin-6-yl)amino)piperidine-1-carboxylic acid tert-butyl ester